NC=1C=CC=C2C(C(NC12)=O)=O 7-aminoisatin